1-(2-(3-((2-methoxy-4-(methylsulfonyl)phenyl)amino)prop-1-yn-1-yl)-1-(2,2,2-trifluoroethyl)-1H-indol-4-yl)-3-(pyridin-4-yl)urea COC1=C(C=CC(=C1)S(=O)(=O)C)NCC#CC=1N(C2=CC=CC(=C2C1)NC(=O)NC1=CC=NC=C1)CC(F)(F)F